4-METHYL-1-CYCLOHEXEN-1-YLBORONIC ACID CC1CC=C(CC1)B(O)O